ClC=1C(=C(C=C(C1)N1CC(OCC1)(C)C)N1C(N(C(=C1)C)CC=1C=NN(C1)CC)=O)F 1-[3-chloro-5-(2,2-dimethylmorpholin-4-yl)-2-fluorophenyl]-3-[(1-ethyl-1H-pyrazol-4-yl)methyl]-4-methyl-1,3-dihydro-2H-imidazol-2-one